C(C=C)OCC(C(=O)OCC(C=C)C)=C 2-methyl-3-butenyl α-allyloxymethylacrylate